COC(CCOCC1C2C=CC(C1)C2)C 5-(3-methoxybutoxy)methyl-2-norbornene